CC1=CC=NC2=C(C=CC=C12)S(=O)(=O)NC1=C(C=CC=C1)C#CC=1C=CC=NC1 5-[2-(4-Methyl-chinolin-8-sulfonylamino)-phenylethynyl]-pyridin